ClC1=CC=C(COC2=C(C=CC=C2)NC(\C=C\C2=CC=C(C=C2)OC)=O)C=C1 (E)-N-(2-((4-chlorobenzyl)oxy)phenyl)-3-(4-methoxyphenyl)acrylamide